1-(4-(7-(3-(bis(4-methoxybenzyl)amino)-2,5-difluoro-6-(trifluoromethyl)phenyl)-5,6,7,8-tetrahydroquinazolin-4-yl)piperazin-1-yl)prop-2-en-1-one COC1=CC=C(CN(C=2C(=C(C(=C(C2)F)C(F)(F)F)C2CCC=3C(=NC=NC3C2)N2CCN(CC2)C(C=C)=O)F)CC2=CC=C(C=C2)OC)C=C1